6-azabicyclo[3.1.1]heptane-1-carboxylic acid C12(CCCC(N1)C2)C(=O)O